1,3-Bis(5-methyl-2-oxazoline-2-yl)benzene CC1CN=C(O1)C1=CC(=CC=C1)C=1OC(CN1)C